1-(4-((4-(4-(2-(dimethylamino)ethyl)piperazin-1-yl)-5-methoxy-6-((5-methyl-1H-pyrazol-3-yl)amino)pyrimidin-2-yl)thio)phenyl)-3-methylurea CN(CCN1CCN(CC1)C1=NC(=NC(=C1OC)NC1=NNC(=C1)C)SC1=CC=C(C=C1)NC(=O)NC)C